5-isopropyl-2-(3-(trifluoromethoxy)pyridin-2-yl)-1H-pyrrole-3-carboxylic acid C(C)(C)C1=CC(=C(N1)C1=NC=CC=C1OC(F)(F)F)C(=O)O